CC(C(=O)SCCNC(CCNC([C@@H](C(COP(OP(OC[C@@H]1[C@H]([C@H]([C@@H](O1)N1C=NC=2C(N)=NC=NC12)O)OP(=O)(O)O)(=O)O)(=O)O)(C)C)O)=O)=O)=CCC(=O)O (3S)-methylglutaconyl-CoA